tert-butyl 4-(1-acetamido-2-ethoxy-2-oxoethyl)-4-hydroxypiperidine-1-carboxylate C(C)(=O)NC(C(=O)OCC)C1(CCN(CC1)C(=O)OC(C)(C)C)O